C1=CC=CC=2C3=CC=CC=C3N(C12)CC1=CC=C(C(=O)O)C=C1 4-((9H-carbazol-9-yl)methyl)benzoic acid